methyl 6-hydroxy-1H-indole-3-carboxylate OC1=CC=C2C(=CNC2=C1)C(=O)OC